BrC1=C(C=C(C(=O)N2CC=3N(CC2)C(N(C3C(=O)N[C@@H](C)C3=C(C=CC=C3)N3N=CN=C3)C3=CC=C(C=C3)OC3CC3)=O)C=C1)Cl |r| 7-(4-bromo-3-chloro-benzoyl)-2-[4-(cyclopropoxy)phenyl]-3-oxo-N-[rac-(1S)-1-[2-(1,2,4-triazol-1-yl)phenyl]ethyl]-6,8-dihydro-5H-imidazo[1,5-a]pyrazine-1-carboxamide